Racemic-tert-butyl N-(3-chloro-4,5,6,7-tetrahydrobenzothiophen-5-yl)-N-methyl-carbamate ClC1=CSC2=C1C[C@@H](CC2)N(C(OC(C)(C)C)=O)C |r|